N(=[N+]=[N-])C1=C(C(=C(C(=O)OCCSSCCOC(C2=C(C(=C(C(=C2F)F)N=[N+]=[N-])F)F)=O)C(=C1F)F)F)F disulfanediylbis(ethane-2,1-diyl) bis(4-azido-2,3,5,6-tetrafluorobenzoate)